C1(CCC1)C1=CC(=NN1)NC(CC1=CC=C(C=C1)OCC(NCCCOCCOCCOCCCNC1=C2C(N(C(C2=CC=C1)=O)C1C(NC(CC1)=O)=O)=O)=O)=O N-(5-cyclobutyl-1H-pyrazol-3-yl)-2-(4-((16-((2-(2,6-dioxopiperidin-3-yl)-1,3-dioxoisoindolin-4-yl)amino)-2-oxo-7,10,13-trioxa-3-azahexadecyl)oxy)phenyl)acetamide